3-(3-(4-(3-(aminomethyl)phenyl)piperidine-1-carbonyl)phenoxy)-2-hydroxy-2-methylpropanoic acid NCC=1C=C(C=CC1)C1CCN(CC1)C(=O)C=1C=C(OCC(C(=O)O)(C)O)C=CC1